C(=O)(OC(C)(C)C)NC=1C=C(C(=O)O)C=CC1N N-Boc-3,4-diaminobenzoic acid